(E)-N-(2,6-difluoro-4-(8-(4-fluoro-6-methoxy-1,2-dimethyl-1H-benzo[d]imidazol-5-yl)indolizine-3-carbonyl)phenyl)-4-(((1r,4r)-4-methoxycyclohexyl)amino)but-2-enamide FC1=C(C(=CC(=C1)C(=O)C1=CC=C2C(=CC=CN12)C1=C(C2=C(N(C(=N2)C)C)C=C1OC)F)F)NC(\C=C\CNC1CCC(CC1)OC)=O